((6-(2,4-difluorophenoxy)pyridin-3-yl)methyl)-1-methyl-2-oxo-2,3-dihydro-1H-benzimidazole-5-carboxamide FC1=C(OC2=CC=C(C=N2)CN2C(N(C3=C2C=C(C=C3)C(=O)N)C)=O)C=CC(=C1)F